C1(=CC=CC=C1)SC1=CC=C(C=C1)C(C(CCCCCC)=O)=O 1-[4-(phenylsulfanyl)phenyl]octane-1,2-dione